7-oxabicyclo[2.2.1]hept-2-ene-2,3-dicarboxylic acid di-n-butyl ester C(CCC)OC(=O)C=1C2CCC(C1C(=O)OCCCC)O2